COC1=CC2=C(OC[C@@H]3N2CC[C@H](C3)N3CCOCC3)C=C1NC=1N=C(C3=C(N1)C=CS3)NC3=C(C=CC=C3)P(C)(C)=O (2-((2-(((6aR,8R)-2-methoxy-8-morpholino-6,6a,7,8,9,10-hexahydrobenzo[b]pyrido[1,2-d][1,4]oxazin-3-yl)amino)thieno[3,2-d]pyrimidin-4-yl)amino)phenyl)dimethylphosphine oxide